C(C)(C)(C)NC(=O)C1=C(C2=C(N=C(N=C2C2=CC(=CC=C2)NC(CN2CCNCC2)=O)SC)S1)N tert-butyl-5-amino-2-methylsulfanyl-4-(3-(2-(piperazin-1-yl)-acetylamino)-phenyl)-thieno[2,3-d]pyrimidine-6-carboxamide